C1(=CC=C(C=C1)OC1=CC=C(C(=O)NCC(=O)OC)C=C1)C methyl (4-(p-tolyloxy)benzoyl)glycinate